COC1=CC2=C(N(C([C@H]3N(C2=O)CC=C(C3)C3=CSC=C3)OC3OCCCC3)C(=O)OCC=C)C=C1OCCCC(=O)OC Allyl (6aS)-2-methoxy-3-(4-methoxy-4-oxobutoxy)-12-oxo-6-((tetrahydro-2H-pyran-2-yl)oxy)-8-(thiophen-3-yl)-6,6a,7,10-tetrahydrobenzo[e]pyrido[1,2-a][1,4]diazepine-5(12H)-carboxylate